2-[(3aR,6aS)-hexahydrofuro[3,4-c]pyrrol-5-yl]-1-(4-bromopyridin-2-yl)ethanamine hydrochloride Cl.C1OC[C@@H]2[C@H]1CN(C2)CC(N)C2=NC=CC(=C2)Br